C(C)OC(C)(C=C)CCC=C(C)C Linalyl ethyl ether